COC1=CC=C(C2=C1NC(=N2)NC(=O)N2C[C@H](CC2)S(=O)(=O)C)C2CCOCC2 (S)-3-Methanesulfonyl-pyrrolidine-1-carboxylic acid [7-methoxy-4-(tetrahydro-pyran-4-yl)-1H-benzoimidazol-2-yl]-amide